5-benzoyl-2,3-dihydro-1H-pyrrolizine-1-carboxylic acid methyl ester COC(=O)C1CCN2C(=CC=C12)C(C1=CC=CC=C1)=O